tritritiomethyl 4-nitrobenzenesulfonate [N+](=O)([O-])C1=CC=C(C=C1)S(=O)(=O)OC([3H])([3H])[3H]